palmitoleyl arachidonate C(CCC\C=C/C\C=C/C\C=C/C\C=C/CCCCC)(=O)OCCCCCCCC\C=C/CCCCCC